p-methyl-α-methyl-styrene CC1=CC=C(C(=C)C)C=C1